C(C)(C)(C)OC(NCCN1N=CN=N1)=O tert-butyl(2-(2H-tetrazol-2-yl)ethyl)carbamate